N-[(6-amino-2-pyridyl)sulfonyl]-6-[6-[2-ethoxyethyl(methyl)amino]-5-methyl-3-pyridyl]-2-[(4S)-2,2,4-trimethylpyrrolidin-1-yl]pyridine-3-carboxamide NC1=CC=CC(=N1)S(=O)(=O)NC(=O)C=1C(=NC(=CC1)C=1C=NC(=C(C1)C)N(C)CCOCC)N1C(C[C@@H](C1)C)(C)C